5-(5-((T-Butoxycarbonyl)amino)-1,2,4-thiadiazol-3-yl)-1,4-dimethyl-1H-imidazole 3-oxide C(C)(C)(C)OC(=O)NC1=NC(=NS1)C1=C([N+](=CN1C)[O-])C